(S)-1-(3-(trifluoromethoxy)phenyl)ethan-1-amine FC(OC=1C=C(C=CC1)[C@H](C)N)(F)F